3-(4-Methoxyphenyl)propanol COC1=CC=C(C=C1)CCCO